N[C@H]1CN(CCC1)C(=O)C=1C=C(C=2N(C1)N=C(C2C)C=2N(C1=C(C=CC=C1C2)OC[C@@H]2CCC(N2)=O)CC2CC2)F (S)-5-(((2-(6-((R)-3-Aminopiperidine-1-carbonyl)-4-fluoro-3-methylpyrazolo[1,5-a]pyridin-2-yl)-1-(cyclopropylmethyl)-1H-indol-7-yl)oxy)methyl)pyrrolidin-2-one